C(#N)C1=C(C=C(C2=C1N(C=N2)C)C2=CC=C(C=C2)OC(F)(F)F)CCNC(OC(C)(C)C)=O tert-butyl (2-(7-cyano-1-methyl-4-(4-(trifluoromethoxy)phenyl)-1H-benzo[d]imidazol-6-yl)ethyl)carbamate